4-(3-((3-acetaminocyclohexyl)methyl)-7-methylimidazo[1,2-a]pyridin-2-yl)-3,5-difluoro-N-methylbenzamide N(C(=O)C)C1CC(CCC1)CC1=C(N=C2N1C=CC(=C2)C)C2=C(C=C(C(=O)NC)C=C2F)F